FC1=C(CN2C(N(C(C=C2NC2=CC3=CN(N=C3C=C2Cl)C)=O)CCO)=O)C=C(C(=C1)F)F 1-(2,4,5-trifluorobenzyl)-6-(6-chloro-2-methyl-2H-indazol-5-ylamino)-3-(2-hydroxyethyl)pyrimidine-2,4(1H,3H)-dione